(S)-1-(oxetan-2-ylmethyl)-2-((6-((4-(trifluoromethyl)pyridin-3-yl)methoxy)-3',6'-dihydro-[2,4'-bipyridin]-1'(2'H)-yl)methyl)-1H-benzo[d]imidazole-6-carboxylic acid O1[C@@H](CC1)CN1C(=NC2=C1C=C(C=C2)C(=O)O)CN2CCC(=CC2)C2=NC(=CC=C2)OCC=2C=NC=CC2C(F)(F)F